N-((1,2,3,5,6,7-hexahydro-s-indacen-4-yl)carbamoyl)-N'-(oxetan-3-ylmethyl)-6,7-dihydro-5H-pyrazolo[5,1-b][1,3]oxazine-3-sulfonimidamide C1CCC2=C(C=3CCCC3C=C12)NC(=O)NS(=O)(=NCC1COC1)C=1C=NN2C1OCCC2